(19R)-3-(cyclopropylmethyl)-16-fluoro-10,19-dimethyl-20-oxa-3,4,10,11,23-pentaazapentacyclo[19.3.1.02,6.08,12.013,18]pentacosa-1(24),2(6),4,8,11,13,15,17,21(25),22-decaen-22-amine C1(CC1)CN1C=2C3=CN=C(C(O[C@@H](C4=CC(=CC=C4C4=NN(C=C4CC2C=N1)C)F)C)=C3)N